O[C@@H]1CN(CCC1)C=1C=CC(=NC1)NC=1C=CC(=C2CNC(C12)=O)C1=CN=C2N1C=CC(=C2)C 7-[[5-[(3S)-3-hydroxy-1-piperidyl]-2-pyridyl]amino]-4-(7-methylimidazo[1,2-a]pyridin-3-yl)isoindolin-1-one